C(CCC#C)OC1OCCCC1 2-(pent-4-yn-1-yloxy)tetrahydro-2H-pyran